4-((5-chloro-4-(cyclopropylmethoxy)pyrimidin-2-yl)amino)-1H-pyrazole ClC=1C(=NC(=NC1)NC=1C=NNC1)OCC1CC1